[7-[4-fluoro-2-(2-methoxyethoxy) phenyl]-6-(4,5,6,7-tetrahydropyrazolo[1,5-a]pyrazin-2-yl) thieno[3,2-c]pyridin-4-yl] trifluoromethanesulfonate FC(S(=O)(=O)OC1=NC(=C(C2=C1C=CS2)C2=C(C=C(C=C2)F)OCCOC)C2=NN1C(CNCC1)=C2)(F)F